C(C1=CC=CC=C1)OC=1C(=NC(=CC1)Br)C1OCCO1 3-benzyloxy-6-bromo-2-(1,3-dioxolan-2-yl)pyridine